(2'R)-2'-Deoxy-2'-fluoro-2'-methyladenosine F[C@]1([C@@H](O[C@@H]([C@H]1O)CO)N1C=NC=2C(N)=NC=NC12)C